C(C)(C)(C)N1C[C@H](CC1)OC1=C(C=C(C=C1)N)C1=CC(=C(C=C1)F)F tert-Butyl-(S)-3-((5-amino-3',4'-difluoro-[1,1'-biphenyl]-2-yl)oxy)pyrrolidine